N1C[C@@H](CC1)NC1=CC=C(C=N1)NC1=NC2=C(C=CC=C2C=N1)C=1C=C(C=CC1)NC(C=C)=O (R)-N-(3-(2-((6-(pyrrolidin-3-ylamino)pyridin-3-yl)amino)quinazolin-8-yl)phenyl)acrylamide